9,9-bis[4-(3-hydroxypropoxy)-3,5-dimethylphenyl]fluorene 4-nitrobenzyl-3-hydroxy-2-(pyridin-2-yl)-2,4,5,7-tetrahydro-6H-pyrazolo[3,4-c]pyridin-6-carboxylate [N+](=O)([O-])C1=CC=C(COC(=O)N2CC=3C(CC2)=C(N(N3)C3=NC=CC=C3)O)C=C1.OCCCOC1=C(C=C(C=C1C)C1(C3=CC=CC=C3C=3C=CC=CC13)C1=CC(=C(C(=C1)C)OCCCO)C)C